C(C)(C)(C)OC(=O)NCC(=O)N[C@H](CC1=CN(C2=CC=CC=C12)C)C(=O)O Nα-((tert-butoxycarbonyl)glycyl)-1-methyl-D-tryptophan